(R)-4-(2-(1H-pyrazol-3-yl)-7-(tetrahydro-2H-pyran-4-yl)-6,7,8,9-tetrahydro-2H-1,2,3,7-tetraazabenzo[cd]azulene-4-yl)-3-methylmorpholine N1N=C(C=C1)N1N=C2CCN(CC=3C2=C1N=C(C3)N3[C@@H](COCC3)C)C3CCOCC3